C(C=C)(=O)NC1=C(C=C(C(=C1)NC1=NC=C(C(=N1)NC=1C=CC=C2CCN(C12)S(=O)(=O)C)Cl)OC)N(CCN(C(OC(C)(C)C)=O)C)C tert-butyl (2-((2-acrylamido-4-((5-chloro-4-((1-(methylsulfonyl)indolin-7-yl)amino)pyrimidin-2-yl)amino)-5-methoxyphenyl)(methyl)amino)ethyl)(methyl)carbamate